CC1(C=C)CC[C@@H]([C@@](CCC=C(C)C)(O)C)O1 |o1:6,7| rel-(6S,7R)-3,7,11-trimethyl-3,6-epoxy-1,10-dodecadien-7-ol